3-(4-Pyrimidin-2-yl-6-thioxo-pyridazin-1-yl)propionic acid tert-butyl ester C(C)(C)(C)OC(CCN1N=CC(=CC1=S)C1=NC=CC=N1)=O